5-(4-benzylpiperazin-1-yl)-2,3-diphenylpyrazine C(C1=CC=CC=C1)N1CCN(CC1)C=1N=C(C(=NC1)C1=CC=CC=C1)C1=CC=CC=C1